3-[3-(1-benzyl-1H-1,2,4-triazol-3-yl)pyrrolidin-1-yl]-6-(1-methyl-1H-pyrazol-4-yl)pyrazolo[1,5-a]pyridine C(C1=CC=CC=C1)N1N=C(N=C1)C1CN(CC1)C=1C=NN2C1C=CC(=C2)C=2C=NN(C2)C